7-((5-((3S,4S)-4-hydroxy-3-(methoxymeth-yl)piperidin-1-yl)pyridin-2-yl)amino)-4-(1-methyl-1H-pyrrolo[2,3-b]pyridin-4-yl)-2,3-dihydro-1H-pyrrolo[3,4-c]pyridin-1-one O[C@@H]1[C@@H](CN(CC1)C=1C=CC(=NC1)NC=1C2=C(C(=NC1)C1=C3C(=NC=C1)N(C=C3)C)CNC2=O)COC